4-(9-phenyl-9H-fluoren-9-yl)phenylboronic acid C1(=CC=CC=C1)C1(C2=CC=CC=C2C=2C=CC=CC12)C1=CC=C(C=C1)B(O)O